tert-Butyl (4-(5-((R)-1-(3,5-dichloropyridin-4-yl)ethoxy)-1-(tetrahydro-2H-pyran-2-yl)-1H-indazol-3-yl)pyridin-2-yl)(2-((tetrahydro-2H-pyran-2-yl)oxy)ethyl)carbamate ClC=1C=NC=C(C1[C@@H](C)OC=1C=C2C(=NN(C2=CC1)C1OCCCC1)C1=CC(=NC=C1)N(C(OC(C)(C)C)=O)CCOC1OCCCC1)Cl